N-{2-[(7-trifluoromethylquinolin-4-yl)amino]Benzoyl}morpholine FC(C1=CC=C2C(=CC=NC2=C1)NC1=C(C(=O)N2CCOCC2)C=CC=C1)(F)F